(R)-2-ethyl-2,3,4,5,7,8-hexahydrothieno[2',3':4,5]benzo[1,2-f][1,4]oxazepine 9,9-dioxide C(C)[C@H]1OC2=C(CNC1)C=C1C(=C2)S(CC1)(=O)=O